C12CN(CC(CC1)N2)C2=NN=C(S2)C=2C(=CC(=NC2)C2=CC=C1N2N=CC(=C1)C#N)N[C@@H]1COCC1 7-(5-(5-(3,8-diazabicyclo[3.2.1]octan-3-yl)-1,3,4-thiadiazol-2-yl)-4-(((S)-tetrahydrofuran-3-yl)amino)pyridin-2-yl)pyrrolo[1,2-b]pyridazine-3-carbonitrile